CC1(COC1)OC1=NC(=NC=C1C#N)N[C@H]1C[C@H](CCC1)C1=NN=C2N1CCCC2 4-((3-methyloxetan-3-yl)oxy)-2-(((1R,3S)-3-(5,6,7,8-tetrahydro-[1,2,4]triazolo[4,3-a]pyridin-3-yl)cyclohexyl)amino)pyrimidine-5-carbonitrile